N-(7-chloro-6-(1-(3-methyltetrahydrofuran-3-yl)piperidin-4-yl)isoquinolin-3-yl)-6-oxaspiro[2.5]octane-1-carboxamide ClC1=C(C=C2C=C(N=CC2=C1)NC(=O)C1CC12CCOCC2)C2CCN(CC2)C2(COCC2)C